sulfur indium zinc sulfur zinc magnesium [Mg].[Zn].[S].[Zn].[In].[S]